FC(CO)(C(C(C(C(F)(F)F)F)(F)F)(C(F)(F)F)F)F 2,2,3,4,4,5,6,6,6-nonafluoro-3-(trifluoromethyl)-1-hexanol